2'-deoxy-5-(hydroxymethyl)uridine OCC=1C(NC(N([C@H]2C[C@H](O)[C@@H](CO)O2)C1)=O)=O